6-(tert-butyl)-3-methyl-2H-chromen-2-one C(C)(C)(C)C=1C=C2C=C(C(OC2=CC1)=O)C